C1(=CC=CC=C1)NC(NC1=C(C(=O)[O-])C=CC=C1)=S 2-(3-phenylthioureido)benzoate